ClC1=NC=C(C(=N1)Cl)C(=O)NS(=O)(=O)C1=NC(=CC=C1)NCCC[C@@H]1CNC(C1)(C)C 2,4-Dichloro-N-[[6-[3-[(3S)-5,5-dimethylpyrrolidin-3-yl]propylamino]-2-pyridyl]sulfonyl]pyrimidine-5-carboxamide